ruthenium-platinum oxide [Pt]=O.[Ru]